methyl 2-(6-bromo-1-oxo-4-(trifluoromethoxy)phthalazin-2(1H)-yl)acetate BrC=1C=C2C(=NN(C(C2=CC1)=O)CC(=O)OC)OC(F)(F)F